2-cyclohexyl-2-(2-triisopropylsilylethyl)-1-allyloxy-3-methoxy-propane C1(CCCCC1)C(COCC=C)(COC)CC[Si](C(C)C)(C(C)C)C(C)C